tert-butyl 4-(4-((4-(4-((cyanomethyl)carbamoyl)phenyl) pyrimidin-2-yl)amino)-1H-pyrazol-1-yl)piperidine-1-carboxylate C(#N)CNC(=O)C1=CC=C(C=C1)C1=NC(=NC=C1)NC=1C=NN(C1)C1CCN(CC1)C(=O)OC(C)(C)C